(S)-7-methyl-2-((7-methyl-[1,2,4]triazolo[1,5-a]pyridin-6-yl)amino)-9-(tetrahydro-2H-pyran-3-yl)-7,9-dihydro-8H-purin-8-one CN1C(N(C2=NC(=NC=C12)NC=1C(=CC=2N(C1)N=CN2)C)[C@@H]2COCCC2)=O